ClC1=CC=CC=2N1N=C(C2)[C@@H]2N(CCC1=C2N=CN1)C(=O)C1=C(N=C(O1)C(C)(C)O)C(F)F (R)-(4-(7-chloropyrazolo[1,5-a]pyridin-2-yl)-6,7-dihydro-1H-imidazo[4,5-c]pyridin-5(4H)-yl)(4-(difluoromethyl)-2-(2-hydroxypropan-2-yl)oxazol-5-yl)methanone